C1(=C(C=C(C(=C1)CC#N)CC#N)CC#N)CC#N (benzene-1,2,4,5-tetra-yl)tetraacetonitrile